NCCCC[C@@H](C(COC1=C(C=CC(=C1)F)F)=O)NC(=O)C1CCCC1 (S)-N-(7-amino-1-(2,5-difluorophenoxy)-2-oxohept-3-yl)cyclopentanecarboxamide